(1S,3R,4S)-N-((S)-1-cyano-2-((S)-2-oxopyrrolidin-3-yl)ethyl)-5,5-difluoro-2-((R)-2-hydroxy-2-phenylpropanoyl)-2-azabicyclo[2.2.2]octane-3-carboxamide C(#N)[C@H](C[C@H]1C(NCC1)=O)NC(=O)[C@@H]1N([C@@H]2CC([C@H]1CC2)(F)F)C([C@@](C)(C2=CC=CC=C2)O)=O